[3-[4-(4-cyclopropylimidazol-1-yl)phenyl]azetidin-1-yl]-[6-(5-cyclopropyl-4H-1,2,4-triazol-3-yl)-2-azaspiro[3.3]heptan-2-yl]methanone C1(CC1)C=1N=CN(C1)C1=CC=C(C=C1)C1CN(C1)C(=O)N1CC2(C1)CC(C2)C2=NN=C(N2)C2CC2